N1=CC=CC=2NCC=3N(C21)C=NN3 5,6-dihydropyrido[3,2-e][1,2,4]triazolo[4,3-a]pyrazine